CN(C(C)(C)[C@@H]1OCCN(C1)C=1C=CC(=NC1)NC=1C=CC(=C2CNC(C12)=O)C1=CN=C2N1C=CN=C2)C (R)-7-((5-(2-(2-(dimethyl-amino)propan-2-yl)morpholino)pyridin-2-yl)amino)-4-(imidazo[1,2-a]pyrazin-3-yl)isoindolin-1-one